ClCOCCCCOCCl 1,4-dichloromethoxybutane